5,5'-diisopropyl-3,3'-dimethyl-[2,2'-binaphthyl]-6,6'-diol C(C)(C)C1=C2C=C(C(=CC2=CC=C1O)C1=CC2=CC=C(C(=C2C=C1C)C(C)C)O)C